P(OC)([O-])=S methyl phosphonothioate